ClC(C(C(C(C(C(C(=O)OOC(C(C(C(C(C(C(CCC(F)(F)F)Cl)(F)Cl)(F)F)(F)F)(F)F)(F)F)=O)(F)F)(F)F)(F)F)(F)F)(F)Cl)CCC(F)(F)F di(dichloro-dodecafluorodecanoyl) peroxide